The molecule is a member of the class of pyrazoles that is an immunomodulator used for treatment of rheumatoid arthritis, Crohn's disease and psoriasis. It has a role as an immunomodulator and an EC 2.7.11.24 (mitogen-activated protein kinase) inhibitor. It is a member of morpholines, a member of pyrazoles, a member of naphthalenes, a member of ureas and an aromatic ether. CC1=CC=C(C=C1)N2C(=CC(=N2)C(C)(C)C)NC(=O)NC3=CC=C(C4=CC=CC=C43)OCCN5CCOCC5